cobalt octanoat C(CCCCCCC)(=O)[O-].[Co+2].C(CCCCCCC)(=O)[O-]